5-methyl-1H-1,2,4-triazol-3-amine CC1=NC(=NN1)N